FC(C(=O)O)(F)F.C(C)C=1N=C2N(C=C(C=C2F)NC(=O)N2CCC=3C2=NC=CC3N3CCNC2(CC2)C3)C1 N-(2-ethyl-8-fluoroimidazo[1,2-a]pyridin-6-yl)-4-(4,7-diazaspiro[2.5]octan-7-yl)-2,3-dihydro-1H-pyrrolo[2,3-b]pyridine-1-carboxamide 2,2,2-trifluoroacetate